FC=1C=C(C=C2CN(C(C12)=O)C1C(NC(CC1)=O)=O)CN1CCN(CC1)C(C1=C(C=CC(=C1)CC1=NNC(C2=CC=CC=C12)=O)F)=O 3-(7-fluoro-5-((4-(2-fluoro-5-((4-oxo-3,4-dihydrophthalazin-1-yl)methyl)benzoyl)piperazine-1-yl)methyl)-1-oxoisoindolin-2-yl)piperidine-2,6-dione